Cl[O-].C(CCC)[N+](CCCC)(CCCC)CCCC tetrabutyl-ammonium hypochlorite